2,8-dimethylnonane-1,9-diol CC(CO)CCCCCC(CO)C